C1(CCCCCCCCCCCCC1)C(=O)O Cyclotetradecanecarboxylic acid